N[C@@H](CC1=CC=C(C=C1)O)C(=O)[O-] L-tyrosinate